N-(3-(dimethylamino)propyl)naphthalene-1-sulfonamide CN(CCCNS(=O)(=O)C1=CC=CC2=CC=CC=C12)C